(2r,3r,4s,5r,6r)-4,5-bis(benzyloxy)-2-(1H-inden-2-yl)-6-methoxytetrahydro-2H-pyran-3-ol C(C1=CC=CC=C1)O[C@H]1[C@@H]([C@H](O[C@H]([C@@H]1OCC1=CC=CC=C1)OC)C=1CC2=CC=CC=C2C1)O